OC1=CC=CC(=N1)C=1CCN(C(C1)=O)CC1=NC=2C(=NC(=CC2)C(=O)O)N1C[C@H]1OCC1 (S)-2-((6-hydroxy-6'-oxo-3',6'-dihydro-[2,4'-bipyridin]-1'(2'H)-yl)methyl)-3-(oxetan-2-ylmethyl)-3H-imidazo[4,5-b]pyridine-5-carboxylic acid